(4-(7z-methoxy-4-oxo-3,4-dihydrophthalazin-1-yl)benzyl)carbamic acid tert-butyl ester C(C)(C)(C)OC(NCC1=CC=C(C=C1)C1=NN(C(C2=CC=CC=C12)=O)OC)=O